8-bromo-4-methoxy-3-(methoxymethyl)-6-methylquinoline BrC=1C=C(C=C2C(=C(C=NC12)COC)OC)C